Tert-Butyl 4-[[3-cyano-2-(trifluoromethyl)phenyl]methyl]-3-oxopiperazine-1-carboxylate C(#N)C=1C(=C(C=CC1)CN1C(CN(CC1)C(=O)OC(C)(C)C)=O)C(F)(F)F